(8R,9S,10R,13S,14S,17S)-17-hydroxy-10,13-dimethyl-1,2,6,7,8,9,11,12,14,15,16,17-dodecahydrocyclopenta[a]phenanthren-3-one O[C@H]1CC[C@H]2[C@@H]3CCC4=CC(CC[C@@]4([C@H]3CC[C@]12C)C)=O